1-(1-methyl-1H-pyrazol-4-yl)benzene-1,2-diamine CN1N=CC(=C1)C1(C(C=CC=C1)N)N